COC(/C(=C/OC)/OC1=C(C=CC(=C1)N1N=C(C=C1)C(F)(F)F)C)=O (Z)-3-methoxy-2-[2-methyl-5-[3-(trifluoromethyl)pyrazol-1-yl]phenoxy]prop-2-enoic acid methyl ester